2-(4-((2-aminothiazol-5-yl)methyl)piperazin-1-yl)-N-methyl-N-phenylacetamide NC=1SC(=CN1)CN1CCN(CC1)CC(=O)N(C1=CC=CC=C1)C